CC1(OC2=CC=CC=C2[C@H](C1)NC(=O)[C@H]1[C@@H](C1)C(N1C(NC(CC1=O)(CC)CC)=[NH2+])C=1C=[NH+]C=CC1)C [1-[[(1R,2R)-2-[[(4S)-2,2-dimethylchroman-4-yl]carbamoyl]cyclopropyl]-pyridin-1-ium-3-yl-methyl]-4,4-diethyl-6-oxo-hexahydropyrimidin-2-ylidene]ammonium